3-chloro-4-(aminosulfonyl)benzoic acid ClC=1C=C(C(=O)O)C=CC1S(=O)(=O)N